C1=CC(=C(C(=C1)C(=O)C2=CC=C(C=C2)Br)N)CC(=O)[O-].[Na+] sodium 2-amino-3-(4-bromobenzoyl) phenylacetate